tert-butyl 6-(3-hydroxy-1-methoxy-1-oxopropan-2-yl)-2,3-dihydro-4H-benzo[b][1,4]oxazine-4-carboxylate OCC(C(=O)OC)C1=CC2=C(OCCN2C(=O)OC(C)(C)C)C=C1